4-(7-fluoroimidazo[1,2-a]pyridin-3-yl)-7-((5-(tetrahydro-2H-pyran-4-yl)pyridin-2-yl)amino)isoindolin-1-one FC1=CC=2N(C=C1)C(=CN2)C2=C1CNC(C1=C(C=C2)NC2=NC=C(C=C2)C2CCOCC2)=O